4-Amino-3-[6-(2-butoxyphenyl)pyridin-3-ylazo]naphthalin NC1=C(C=CC2=CC=CC=C12)N=NC=1C=NC(=CC1)C1=C(C=CC=C1)OCCCC